N,1-diphenyl-2-(o-tolyl)-1H-pyrrol-3-amine C1(=CC=CC=C1)NC1=C(N(C=C1)C1=CC=CC=C1)C1=C(C=CC=C1)C